N1CC(CC1)CC(=O)OC[C@@H]1C[C@H]2N(CCC3=CC(=C(C=C23)OC)OC)C[C@H]1CC(C)C [(2R,3S,11bR)-9,10-dimethoxy-3-(2-methylpropyl)-1H,2H,3H,4H,6H,7H,11bH-pyrido[2,1-a]isoquinolin-2-yl]methyl 2-(pyrrolidin-3-yl)acetate